Cl.C1(=CC=CC=C1)[C@H]1NCC[C@@H](C1)NC1CS(C1)(=O)=O 3-(((2S,4S)-2-Phenylpiperidin-4-yl)amino)thietane 1,1-dioxide hydrochloride